CC1CN(CC(N1CC(F)(F)F)C)C1=NC2=CC=C(C=C2C=C1)NC1CC2(C1)CC(C2)N N2-(2-(3,5-dimethyl-4-(2,2,2-trifluoroethyl)piperazin-1-yl)quinolin-6-yl)spiro-[3.3]heptane-2,6-diamine